C(CCC)[C@H]1N(S(C2=C(N(C1)C1=CC=CC=C1)C=C(C(=C2)O)N(C)C)(=O)=O)CC2=CC=C(C=C2)OC (R)-3-butyl-7-(dimethylamino)-8-hydroxy-2-(4-methoxybenzyl)-5-phenyl-2,3,4,5-tetrahydro-1,2,5-benzothiadiazepine 1,1-dioxide